3-{[(2,3-dihydroxy propoxy)(hydroxy)phosphoryl] oxy}-2-(palmitoyloxy)propyl palmitate C(CCCCCCCCCCCCCCC)(=O)OCC(COP(=O)(O)OCC(CO)O)OC(CCCCCCCCCCCCCCC)=O